C(CC)[N+]=1N(C(=CC1C)C)C 1-propyl-2,3,5-trimethylpyrazolium